benzyl 4-(1-hydroxy-cyclopropyl)piperidine-1-carboxylate OC1(CC1)C1CCN(CC1)C(=O)OCC1=CC=CC=C1